4,5,7-trifluoro-N-(3-fluoro-4-methoxyphenethyl)-N-(prop-2-yn-1-yl)benzo[d]thiazol-2-amine FC1=C(C=C(C2=C1N=C(S2)N(CC#C)CCC2=CC(=C(C=C2)OC)F)F)F